6-((4-((8S,11R,13S,14S,17S)-17-hydroxy-13-methyl-3-oxo-l-7-(prop-1-ynyl)-2,3,6,7,8,11,12,13,14,15,16,17-dodecahydro-1H-cyclopenta[a]phenanthren-11-yl)phenyl)(methyl)amino)hexanoic acid O[C@H]1CC[C@H]2[C@@H]3C(CC4=CC(CCC4=C3[C@H](C[C@]12C)C1=CC=C(C=C1)N(CCCCCC(=O)O)C)=O)C#CC